FC(C1=NC=CC(=C1)NC1=C(C=CC(=N1)N1CCN(CC1)C(=O)OC(C)(C)C)[N+](=O)[O-])F tert-butyl 4-[6-[[2-(difluoromethyl)-4-pyridyl]amino]-5-nitro-2-pyridyl]piperazine-1-carboxylate